COC(=O)C=1C=CC=2N(C1)C=CC2 pyrrolo[1,5-a]pyridine-6-carboxylic acid methyl ester